(5S,8S)-methyl 5-fluoro-8-methoxy-5,6,7,8-tetrahydroquinoline-5-carboxylate F[C@@]1(C=2C=CC=NC2[C@H](CC1)OC)C(=O)OC